OC1(CCN(CC1)C=1C=CC=2N(C1)N=CC2C#N)C 6-(4-hydroxy-4-methylpiperidin-1-yl)pyrazolo[1,5-a]pyridine-3-carbonitrile